[O-2].[V+5].[Mo+4] molybdenum-vanadium-oxide